1-(4-(2-(3,4-dimethoxyphenyl)-3-(2,2,2-trifluoroethyl)-1H-indol-5-yl)piperidin-1-yl)-2-(pyrazin-2-yl)ethan-1-one COC=1C=C(C=CC1OC)C=1NC2=CC=C(C=C2C1CC(F)(F)F)C1CCN(CC1)C(CC1=NC=CN=C1)=O